N-(2-(1-(2-(4-(4-((2,6-dioxopiperidin-3-yl)amino)phenyl)piperidin-1-yl)-2-oxoethyl)piperidin-4-yl)-6-isopropoxy-2H-indazol-5-yl)-6-(trifluoromethyl)picolinamide formic acid salt C(=O)O.O=C1NC(CCC1NC1=CC=C(C=C1)C1CCN(CC1)C(CN1CCC(CC1)N1N=C2C=C(C(=CC2=C1)NC(C1=NC(=CC=C1)C(F)(F)F)=O)OC(C)C)=O)=O